2,7-di-tert-butyl-fluorenone C(C)(C)(C)C=1C(C2=CC3=CC(=CC=C3C2=CC1)C(C)(C)C)=O